3-amino-N-[(3R)-7-[(4S,5S)-4-amino-1-oxa-7-azaspiro[4.4]nonan-7-yl]-3,4-dihydro-2H-1-benzopyran-3-yl]-6-methylthieno[2,3-b]pyridine-2-carboxamide NC1=C(SC2=NC(=CC=C21)C)C(=O)N[C@H]2COC1=C(C2)C=CC(=C1)N1C[C@]2([C@H](CCO2)N)CC1